O1N=C(CC1)OCCCN1CC2CCC(C1)N2CCCN2C(CCC1=CC=CC=C21)=O 1-[3-[3-[3-(4,5-dihydroisoxazol-3-yloxy)propyl]-3,8-diazabicyclo[3.2.1]octan-8-yl]propyl]-3,4-dihydroquinolin-2-one